C(CC)ONC(C)CCCC 2-propoxyaminohexane